(S)-6-((2-isopropyl-4-methylpiperazin-1-yl)methyl)-2-(3-(3-((5-methyl-1H-1,2,4-triazol-1-yl)methyl)oxetan-3-yl)phenyl)-4-(trifluoromethyl)isoindolin-1-one C(C)(C)[C@@H]1N(CCN(C1)C)CC1=CC(=C2CN(C(C2=C1)=O)C1=CC(=CC=C1)C1(COC1)CN1N=CN=C1C)C(F)(F)F